2-fluoro-4-{[2-(1,3-thiazol-4-yl)pyridin-4-yl]oxy}aniline FC1=C(N)C=CC(=C1)OC1=CC(=NC=C1)C=1N=CSC1